CN(S(=O)(=O)N[C@@H]1[C@@H](N(CCC1)C(=O)OC(C)C)CC1=NC(=CC=C1)C(=C)C)C isopropyl cis-3-((dimethylsulfamoyl)amino)-2-((6-(prop-1-en-2-yl)pyridin-2-yl)methyl)piperidine-1-carboxylate